N[C@@H]1CCC2=CC(=CC=C12)N1C(=NC=2C1=NC(=CC2)C2=CC=CC=C2)C=2C(=NC=CC2)N (R)-3-(3-(1-amino-2,3-dihydro-1H-inden-5-yl)-5-phenyl-3H-imidazo[4,5-b]pyridin-2-yl)pyridin-2-amine